2-{1-[(4-fluorophenyl)methyl]-1H-imidazol-4-yl}-4-[5-(trifluoromethyl)-1H-1,2,3-triazol-4-yl]pyridine FC1=CC=C(C=C1)CN1C=NC(=C1)C1=NC=CC(=C1)C=1N=NNC1C(F)(F)F